4-chloro-5-(3-{3,8-diazabicyclo[3.2.1]octan-8-yl}-5H-pyrrolo[2,3-b]pyrazin-7-yl)-2-methyl-2H-indazole ClC=1C2=CN(N=C2C=CC1C1=CNC2=NC(=CN=C21)N2C1CNCC2CC1)C